BrC1=CC=2C3=C(C=NC2C=C1F)N(C(C31CC(C1)N1CCOCC1)=O)C trans-8'-Bromo-7'-fluoro-3'-methyl-3-morpholinospiro[cyclobutane-1,1'-pyrrolo[2,3-c]quinolin]-2'(3'H)-one